3-Chlorobenzyl ((2S)-3-cyclohexyl-1-((1-(diethoxyphosphoryl)-3-(3,3-dimethylureido)-1-hydroxypropan-2-yl)amino)-1-oxopropan-2-yl)carbamate C1(CCCCC1)C[C@@H](C(=O)NC(C(O)P(=O)(OCC)OCC)CNC(=O)N(C)C)NC(OCC1=CC(=CC=C1)Cl)=O